1-((benzo[d]thiazol-2-ylamino)(6-chloroimidazo[1,2-a]pyridin-3-yl)methyl)naphthalen-2-ol S1C(=NC2=C1C=CC=C2)NC(C2=C(C=CC1=CC=CC=C21)O)C2=CN=C1N2C=C(C=C1)Cl